C1(CC1)CCCC=1N(C=C(N1)C=1C=NC=CC1)C(=O)N (3-cyclopropyl-propyl)-4-(pyridin-3-yl)-1H-imidazole-1-carboxamide